3-ethynyl-5-(trifluoromethoxy)-2-azabicyclo[2.2.1]heptane-2-carboxylate C(#C)C1N(C2CC(C1C2)OC(F)(F)F)C(=O)[O-]